C(=C)N(C=C)CC1CC(CCC1)CN(C=C)C=C 1,3-bis(N,N-divinylaminomethyl)cyclohexane